N1(CCCCC1)C(=O)OCC ethyl (3R)-piperidinecarboxylate